COC(=O)C1=NC(=C(N=C1NC=1C=NN(C1)C1CCOCC1)NC)C=1C2=C(C=NC1)N(C=N2)C.[Cl-].C[NH+](CC2=CC=CC=C2)C dimethyl-benzyl-ammonium chloride methyl-5-(methylamino)-6-(3-methylimidazo[4,5-c]pyridin-7-yl)-3-[(1-tetrahydropyran-4-ylpyrazol-4-yl)amino]pyrazine-2-carboxylate